6-((7-(4-methyl-2-oxopentanoyl)-7-azaspiro[3.5]nonan-2-yl)amino)pyrimidine-4-carboxamide tetrazoliumimidate [N+]=1(NN=NC1)C([O-])=N.CC(CC(C(=O)N1CCC2(CC(C2)NC2=CC(=NC=N2)C(=O)N)CC1)=O)C